OC[C@H]1[C@@H](CCC1)NC1=NC(=NC=C1C(=O)N)NC1CCC(CC1)OCC(F)(F)F 4-((1R,2R)-2-(hydroxymethyl)cyclopentylamino)-2-((1r,4R)-4-(2,2,2-trifluoroethoxy)cyclohexylamino)pyrimidine-5-carboxamide